ClC=1C=CC2=C([C@](C[C@@H](O2)C(=O)NC23CC(C2)(C3)NC(COC3=CC(=C(C=C3)Cl)F)=O)(C)O)C1 (2R,4R)-6-chloro-N-{3-[2-(4-chloro-3-fluorophenoxy)acetamido]bicyclo[1.1.1]pentan-1-yl}-4-hydroxy-4-methyl-3,4-dihydro-2H-1-benzopyran-2-carboxamide